C(#N)C(C)(OC=1C=C(C(=NC1)C(=O)NC1=CC2=C(OC(O2)(F)F)C=C1NC)SCC)C 5-(1-cyano-1-methyl-ethoxy)-N-[2,2-difluoro-6-(methylamino)-1,3-benzodioxol-5-yl]-3-ethylsulfanyl-pyridine-2-carboxamide